ClC(=C1C2C=CC1C1=C(C=CC=C21)[N+](=O)[O-])Cl 9-dichloromethylene-1,4-dihydro-5-nitro-1,4-methanonaphthalene